[N].[Hf] hafnium nitrogen